5-((4-((1R,4S)-2-azabicyclo[2.2.1]heptan-2-yl)phenyl)amino)-2-methylisoindolin-1-one [C@@H]12N(C[C@@H](CC1)C2)C2=CC=C(C=C2)NC=2C=C1CN(C(C1=CC2)=O)C